propylveratrole C(CC)COC=1C(=CC=CC1)OC